C(C)(C)(C)OC(=O)N1[C@@H](CC(C1)=C)CO[Si](C)(C)C(C)(C)C (S)-2-(((tert-Butyldimethylsilyl)oxy)methyl)-4-methylenepyrrolidine-1-carboxylic acid tert-butyl ester